O[C@@H]1[C@H](CCCC1)NC(=O)C=1C=CC(=C(C1)NC(=O)C=1C=NC=C(C1)C1=CC=CC=C1)C N-(5-{[(1S,2S)-2-hydroxycyclohexyl]carbamoyl}-2-methylphenyl)-5-phenylpyridine-3-carboxamide